CN(C=1C=CC2=CC3=CC=C(C=C3N=C2C1)C=1N=NC(=NN1)C1=NC=CC=C1)C N,N-dimethyl-6-(6-(pyridin-2-yl)-1,2,4,5-tetrazin-3-yl)acridin-3-amine